C(C1=CC=CC=C1)NCC(F)F N-benzyl-2,2-difluoroethylamine